ClC1=C(C=C(OCC(=O)NC23CC(C2)(C3)NC(COC3=CC=C(C=C3)S(F)(F)(F)(F)F)=O)C=C1)F 2-(4-chloro-3-fluorophenoxy)-N-(3-{2-[4-(pentafluoro-λ6-sulfanyl)phenoxy]acetamido}bicyclo[1.1.1]pentan-1-yl)acetamide